C(C)(C)(C)OC(=O)NC1CCN(CC1)C=1C=CC(=NC1)C(CCC(=O)OC(C)(C)C)C#N tert-Butyl 4-[5-[4-(tert-butoxycarbonylamino)-1-piperidyl]-2-pyridyl]-4-cyano-butanoate